C(CCCCCCC\C=C/C\C=C/CCCCC)(=O)O.C(C(C)O)O propylene glycol mono-linoleate